BrC1=CC(=C(C=C1)C(F)(F)F)[N+](=O)[O-] 4-bromo-2-nitro-1-(trifluoromethyl)benzene